FC1=C(C=C2C(=CC(=NC2=C1)C=1C(=NNC1C(F)(F)F)C)C(C)C)C1=NN(C(=N1)C(C)=O)C 1-(3-(7-fluoro-4-isopropyl-2-(3-methyl-5-(trifluoromethyl)-1H-pyrazol-4-yl)quinolin-6-yl)-1-methyl-1H-1,2,4-triazol-5-yl)ethan-1-one